ethyl 2-((4-fluoro-2-isopropyl-6-(2-methoxypyridin-4-yl)phenyl)amino)-5-(isoxazol-3-yl)-4,5-dihydrooxazole-5-carboxylate FC1=CC(=C(C(=C1)C1=CC(=NC=C1)OC)NC=1OC(CN1)(C(=O)OCC)C1=NOC=C1)C(C)C